FC1(C(NC(CC1)=O)=O)C1=CC=C(C=C1)C1CCNCC1 3-fluoro-3-[4-(4-piperidyl)phenyl]piperidine-2,6-dione